O=C1C2=CC(=CC=C2C=2C=C(C=CC2C1=O)NCCCCCCCC(=O)NCCN1CCC(CC1)C(=O)NC=1SC=2C(=NC=C(C2)NS(=O)(=O)C=2SC=CC2)N1)NC(C(C)(C)C)=O 1-(2-(8-((9,10-dioxo-7-pivalamido-9,10-dihydrophenanthren-3-yl)amino)octanamido)ethyl)-N-(6-(thiophene-2-sulfonamido)thiazolo[4,5-b]pyridin-2-yl)piperidine-4-carboxamide